butyl-2-(2,6-dioxopiperidin-3-yl)-3-oxo-2,3-dihydro-1H-indazole-6-carboxamide C(CCC)N1N(C(C2=CC=C(C=C12)C(=O)N)=O)C1C(NC(CC1)=O)=O